(S)-N-(3-(7-fluoro-2-((4-(pyrrolidin-3-ylamino)phenyl)amino)quinazolin-8-yl)phenyl)acrylamide FC1=CC=C2C=NC(=NC2=C1C=1C=C(C=CC1)NC(C=C)=O)NC1=CC=C(C=C1)N[C@@H]1CNCC1